C(C)C1=C(CC2=NN(C(=C2C(=O)N)F)C)C=C(C=C1)F (2-ethyl-5-fluorobenzyl)-5-fluoro-1-methyl-1H-pyrazol-4-carboxamid